N-(2-morpholinopyridin-4-yl)-7-methoxyquinazoline-4,6-diamine O1CCN(CC1)C1=NC=CC(=C1)NC1=NC=NC2=CC(=C(C=C12)N)OC